N-(3-(3,4-dihydroisoquinoline-2(1H)-yl)-2-hydroxypropyl)-2-(4-(dimethylamino)benzoyl)-1,2,3,4-tetrahydroisoquinoline-6-carboxamide C1N(CCC2=CC=CC=C12)CC(CNC(=O)C=1C=C2CCN(CC2=CC1)C(C1=CC=C(C=C1)N(C)C)=O)O